(2S,3S,4S,5S)-2-(acetoxymethyl)-5-(2-bromo-5,6-dichloro-1H-benzo[d]imidazol-1-yl)tetrahydrofuran-3,4-diacetic acid C(C)(=O)OC[C@H]1O[C@@H]([C@H]([C@@H]1CC(=O)O)CC(=O)O)N1C(=NC2=C1C=C(C(=C2)Cl)Cl)Br